(1-benzyl-4-(2,4-difluorophenyl)piperidin-4-yl)carbamic acid tert-butyl ester C(C)(C)(C)OC(NC1(CCN(CC1)CC1=CC=CC=C1)C1=C(C=C(C=C1)F)F)=O